2,6-dimethyl-2,5-dimethyl-pyrazine CC1(NC(=C(N=C1)C)C)C